FC1=CC=C(C=C1)C1(CCOC2(CCCC2)C1)CC(=O)Cl 2-(9-(4-fluorophenyl)-6-oxaspiro[4.5]decan-9-yl)acetyl chloride